1,1,2,2-tetrafluoroethylbutyl ether FC(C(F)F)(F)OCCCC